C(\C=C\C)(=O)N1CCN(CC1)C(CC)C1=CC=C(C=C1)[C@H](C)NC=1N=CC2=C(N1)N(C(C=C2)=O)C(C)C 2-({(1S)-1-[4-(1-{4-[(2E)-but-2-Enoyl]piperazin-1-yl}propyl)phenyl]ethyl}amino)-8-(propan-2-yl)pyrido[2,3-d]pyrimidin-7(8H)-on